CC1=CC(=NC=C1)NC1=NC2=CC=CC=C2N=C1 N-(4-methylpyridin-2-yl)quinoxalin-2-amine